2-Methyl-propane-2-sulfinic acid {3-[6-amino-8-(6-iodo-benzo[1,3]dioxol-5-ylsulfanyl)-purin-9-yl]-propyl}-amide NC1=C2N=C(N(C2=NC=N1)CCCNS(=O)C(C)(C)C)SC1=CC2=C(OCO2)C=C1I